C(N)(=O)C=1C=CC(=C2C=CNC12)C1CN(CCC1)C(=O)OC(C)(C)C tert-Butyl 3-(7-carbamoyl-1H-indol-4-yl)piperidine-1-carboxylate